C(C)(=O)O[C@@H]1CC2=CC[C@H]3[C@@H]4CC(=C([C@@]4(C)CC[C@@H]3[C@]2(CC1)C)N1C2=NC=NC(=C2N=C1)Cl)C=O 3β-Acetoxy-17-(6-Chloro-9H-purin-9-yl)-16-formylandrosta-5,16-diene